2-[6-[4-(2,6-diazaspiro[3.3]heptan-2-yl)phenyl]-4-fluoro-indazol-2-yl]-2-(6,7-dihydro-5H-pyrrolo[1,2-c]imidazol-1-yl)-N-thiazol-2-yl-acetamide trifluoroacetate FC(C(=O)O)(F)F.C1N(CC12CNC2)C2=CC=C(C=C2)C=2C=C(C1=CN(N=C1C2)C(C(=O)NC=2SC=CN2)C2=C1N(C=N2)CCC1)F